BrC1=NC=C(C=C1CBr)OC 2-bromo-3-(bromomethyl)-5-methoxy-pyridine